CC1=C(C(NC(=C1)C)=O)CN1C(C=2C(=C3C(=C(C2CC1)C=C)OC(O3)(C)[C@@H]3CC[C@H](CC3)N(C)C)C)=O 6-((4,6-dimethyl-2-oxo-1,2-dihydropyridin-3-yl)methyl)-2-(trans-4-(dimethylamino)cyclohexyl)-2,4-dimethyl-9-vinyl-7,8-dihydro-[1,3]dioxolo[4,5-g]isoquinolin-5(6H)-one